3-chloro-6-formyl-imidazo[1,2-a]pyridine-8-carboxylic acid ClC1=CN=C2N1C=C(C=C2C(=O)O)C=O